F[C@@H]1[C@@H](C1)C(=O)NC=1C=C2C(=CN1)N(C(=C2)C=2C(=NC=C(C2)F)OC([2H])([2H])[2H])C([2H])([2H])[2H] (1S,2S)-2-fluoro-N-(2-(5-fluoro-2-(methoxy-d3)pyridin-3-yl)-1-(methyl-d3)-1H-pyrrolo[2,3-c]pyridin-5-yl)cyclopropane-1-carboxamide